tertiary butyl-diphenylchlorosilane C(C)(C)(C)[Si](Cl)(C1=CC=CC=C1)C1=CC=CC=C1